ClC1=CC=C(C(=O)C2=C(C(=C3C=CC=CN23)N2C(C=CC=C2)=O)C2=CC=C(C=C2)Cl)C=C1 1-(3-(4-chlorobenzoyl)-2-(4-chlorophenyl)indolizin-1-yl)pyridin-2(1H)-one